4-[4-(4,4,5,5-Tetramethyl[1,3,2]dioxaborolan-2-yl)benzyl]thiomorpholine 1,1-dioxide CC1(OB(OC1(C)C)C1=CC=C(CN2CCS(CC2)(=O)=O)C=C1)C